CC(/C=C/CCCCC(=O)SCCNC(CCNC([C@@H](C(COP(OP(OC[C@@H]1[C@H]([C@H]([C@@H](O1)N1C=NC=2C(N)=NC=NC12)O)OP(=O)(O)O)(=O)O)(=O)O)(C)C)O)=O)=O)C (e)-8-methyl-6-nonenoyl-CoA